C(=O)O.N1C[C@H](CCC1)NC1=NC=C(C=N1)C(F)(F)F N-((S)-piperidin-3-yl)-5-(trifluoromethyl)pyrimidin-2-amine formate salt